chloro-1-(3-fluoro-4-methylbenzyl)-8-(2-methoxyethoxy)-4-(oxazol-5-yl)-1,3-dihydro-2H-benzo[b]azepin-2-one ClC1C(=CC2=C(N(C1=O)CC1=CC(=C(C=C1)C)F)C=C(C=C2)OCCOC)C2=CN=CO2